ethylene glycol ((3-ethyl-3-oxetanyl) methyl) vinyl ether C(=C)OCCOCC1(COC1)CC